OCC1N(C(OC1CCOCC1=CC=CC=C1)=O)C=1C=CC=2OCC(NC2N1)=O 6-[4-(hydroxymethyl)-2-oxo-5-(2-phenylmethoxyethyl)-1,3-oxazolidin-3-yl]-4H-pyrido[3,2-b][1,4]oxazin-3-one